(2R,3R,4R)-4-(2-{[(3,3-Difluorocyclobutyl)methyl]amino}ethyl)-2-(4-methylphenyl)-2,3,4,9-tetrahydro-1H-carbazol-3-amine FC1(CC(C1)CNCC[C@H]1[C@@H]([C@H](CC=2NC3=CC=CC=C3C12)C1=CC=C(C=C1)C)N)F